FC(C(=O)O)(F)F.C(#N)C1=C(C=C(C=C1)N1C(N(C(C1=O)(C)C)C1=CC(=C(OCCN2C[C@H](N(C[C@H]2C)CC(=O)N)C)C=C1)CC)=S)C(F)(F)F 2-((2R,5R)-4-(2-(4-(3-(4-cyano-3-(trifluoromethyl)phenyl)-5,5-dimethyl-4-oxo-2-thioxoimidazolidin-1-yl)-2-ethylphenoxy)ethyl)-2,5-dimethylpiperazin-1-yl)acetamide trifluoroacetate